N1=CN=C(C=C1)NC(C)=O N-(pyrimidin-4-yl)acetamide